C(CCC)N(CCCC)C(CC)O N,N-dibutylaminopropanol